Ethyl 2-((R)-2-(4-((2S,4S)-2-((difluoromethoxy) methyl)-4-(4-(trifluoromethyl) phenoxy) pyrrolidin-1-yl) benzoylamino)-2-(4-(ethylsulfonyl) phenyl) ethoxy)-2-methylpropionate FC(OC[C@H]1N(C[C@H](C1)OC1=CC=C(C=C1)C(F)(F)F)C1=CC=C(C(=O)N[C@@H](COC(C(=O)OCC)(C)C)C2=CC=C(C=C2)S(=O)(=O)CC)C=C1)F